2-(naphthalene-1-yl)-6,7-dihydrooxazolo[5,4-D]pyrrolo[1,2-a]pyrimidin-9(5H)-one C1(=CC=CC2=CC=CC=C12)C=1OC=2N=C3N(C(C2N1)=O)CCC3